2-fluoro-5-(2H-1,2,3-triazol-2-yl)-4-(trifluoromethyl)aniline FC1=C(N)C=C(C(=C1)C(F)(F)F)N1N=CC=N1